N1CC(CCC1)C(=O)O Piperidine-3-carboxic acid